3-(2,6-dioxopiperidin-3-yl)benzo[d]isoxazol-7-yl sulfurofluoridate S(OC1=CC=CC=2C(=NOC21)C2C(NC(CC2)=O)=O)(=O)(=O)F